N-hydroxy-8-(2-nitro-4-aminosulfonylphenylamino)octanoamide ONC(CCCCCCCNC1=C(C=C(C=C1)S(=O)(=O)N)[N+](=O)[O-])=O